O1CCC12CCN(CC2)C=2N=NC=C(N2)N 3-(1-oxa-7-azaspiro[3.5]non-7-yl)-1,2,4-triazin-5-amine